6-Methyl-1,5-diazabicyclo[3.1.0]hexane CC1N2CCCN12